6-{[4-(3-chloro-4-hydroxyphenyl)piperazine-1-yl]methyl}-3-hydroxy-2-oxo-1H-1,5-naphthyridine-4-carboxamide ClC=1C=C(C=CC1O)N1CCN(CC1)CC=1N=C2C(=C(C(NC2=CC1)=O)O)C(=O)N